C1=C(C2=CC=CC=C2)O1 monoepoxystyrene